(5-chloro-2-(1H-tetrazol-1-yl)phenyl)glycine (S)-2-hydroxypropyl-3-(2-((1S,2S,5R)-1-hydroxy-2-isopropyl-5-methylcyclohexane-1-carboxamido)ethyl)benzoate O[C@H](CC1=C(C(=O)O)C=CC=C1CCNC(=O)[C@]1([C@@H](CC[C@H](C1)C)C(C)C)O)C.ClC=1C=CC(=C(C1)NCC(=O)O)N1N=NN=C1